7-bromo-2-(4-methoxypiperidin-1-yl)-1-methyl-1H-imidazo[4,5-d]thieno[3,2-b]pyridine BrC1=CC2=NC=C3C(=C2S1)N(C(=N3)N3CCC(CC3)OC)C